1-methyl-tetramethoxydisilane C[Si]([SiH](OC)OC)(OC)OC